4-(4-(5-(4-chloro-3-fluorophenyl)-7,7-dimethyl-6,7-dihydro-5H-pyrrolo[2,3-b]pyrazine-2-carbonyl)-3,3-dimethylpiperazin-1-yl)-2,6-dimethylnicotinic acid methyl ester COC(C1=C(N=C(C=C1N1CC(N(CC1)C(=O)C=1N=C2C(=NC1)N(CC2(C)C)C2=CC(=C(C=C2)Cl)F)(C)C)C)C)=O